1-(2-((1,3-dimethyl-2,6-dioxo-2,3,6,7-tetrahydro-1H-purin-8-yl)thio)ethyl)piperidine-4-carboxylic acid CN1C(N(C=2N=C(NC2C1=O)SCCN1CCC(CC1)C(=O)O)C)=O